(S)-2-(dimethylamino)-N-(7-methoxy-4-(1-methyl-3-phenyl-1H-pyrazol-4-yl)quinazolin-6-yl)acrylamide CN(C(C(=O)NC=1C=C2C(=NC=NC2=CC1OC)C=1C(=NN(C1)C)C1=CC=CC=C1)=C)C